2,4-dichloro-5H-pyrrolo[3,2-d]pyrimidine-6-carboxylic acid ClC=1N=C(C2=C(N1)C=C(N2)C(=O)O)Cl